(3-Bromo-2-chlorophenyl)boronic acid BrC=1C(=C(C=CC1)B(O)O)Cl